BrC1=C(C=CC=C1)NCCC(=O)O 3-((2-bromophenyl)amino)propionic acid